(E)-1-(benzo[b]thiophen-5-yl)-3-(4-hydroxy-3,5-dimethylphenyl)prop-2-en-1-one S1C2=C(C=C1)C=C(C=C2)C(\C=C\C2=CC(=C(C(=C2)C)O)C)=O